ClC1=C(C=CC=2C=C3N(C12)CCN(C3=O)C)Cl 6,7-dichloro-2-methyl-3,4-dihydropyrazino[1,2-a]indol-1-one